methyl-N-(1-methylcyclopropyl)-5-[(1R,5S)-8-oxa-3-azabicyclo[3.2.1]octane-3-carbonyl]furo[2,3-d]pyrimidin-4-amine CC=1N=C(C2=C(N1)OC=C2C(=O)N2C[C@H]1CC[C@@H](C2)O1)NC1(CC1)C